diethylcyclohexyl acrylate C(C=C)(=O)OC1CCC(CC1)(CC)CC